NC1=NC=2C(=CC(=CC2C=2N1N=C(N2)[C@H]2CN(CCC2)C=2C=NN(C2)C([C@@H](C)O)(C)C)F)F |o1:26| (R or S)-3-(4-((R)-3-(5-amino-7,9-difluoro-[1,2,4]triazolo[1,5-c]quinazolin-2-yl)piperidin-1-yl)-1H-pyrazol-1-yl)-3-methylbutan-2-ol